N-[4-(3-Cyanophenyl)-5-[2-methyl-6-(trifluoromethyl)-4-pyridyl]thiazol-2-yl]-2-oxa-6-azaspiro[3.3]heptan-6-carboxamid C(#N)C=1C=C(C=CC1)C=1N=C(SC1C1=CC(=NC(=C1)C(F)(F)F)C)NC(=O)N1CC2(COC2)C1